N-(1-(2-methoxyethyl)-3-(pyridin-2-yl)-1H-pyrazol-4-yl)-2-(1H-pyrazol-4-yl)thiazole-4-carboxamide COCCN1N=C(C(=C1)NC(=O)C=1N=C(SC1)C=1C=NNC1)C1=NC=CC=C1